NCCOCCOCCC(=O)NC1=C2C=CN(C2=CC=C1C(=O)NC1=NC=C(C=C1)C)S(=O)(=O)C1=CC=C(C)C=C1 4-(3-(2-(2-aminoethoxy)ethoxy)propan-amido)-N-(5-methylpyridin-2-yl)-1-tosyl-1H-indole-5-carboxamide